N(=[N+]=[N-])C=1C=CC(=NC1)NC1CC(N(C2=CC=CC=C12)C(CC)=O)C (4-((5-azidopyridin-2-yl)amino)-2-methyl-3,4-dihydroquinolin-1(2H)-yl)propan-1-one